ClC=1N=C(C2=C(N1)C(=C(N=C2)Cl)F)N([C@H]2CN(CC2)C(=O)OC(C)(C)C)CC[N+]#[C-] tert-butyl (3R)-3-[(2,7-dichloro-8-fluoro-pyrido[4,3-d]pyrimidin-4-yl)-(2-isocyanoethyl)amino]pyrrolidine-1-carboxylate